Cl.COC=1C2=C(N=C(N1)C)CNC2 4-Methoxy-2-methyl-6,7-dihydro-5H-pyrrolo[3,4-d]pyrimidine hydrochloride